N,N-di(2-hydroxyethyl)tridecylamine OCCN(CCO)CCCCCCCCCCCCC